N1CN=CC=C1 1,2-dihydropyrimidin